3-(5-((4-((3-(4-chlorophenyl)pyridin-4-yl)methyl)piperazin-1-yl)methyl)-1-oxoisoindoline-2-yl)piperidine-2,6-dione ClC1=CC=C(C=C1)C=1C=NC=CC1CN1CCN(CC1)CC=1C=C2CN(C(C2=CC1)=O)C1C(NC(CC1)=O)=O